Phosphan oxid [PH3]=O